C(C1=CC=CC=C1)N1C(N(CC12CCC(CC2)(C2=CC=CC=C2)N(C)C)CC2=CC=C(C=C2)OC)=O cis-1-benzyl-8-dimethylamino-3-[(4-methoxyphenyl)-methyl]-8-phenyl-1,3-diazaspiro[4.5]decan-2-one